7-(acrylamidomethyl)-7-methyl-2-(4-phenoxyphenyl)-4,5,6,7-tetrahydropyrazolo[1,5-a]pyrimidine-3-carboxamide C(C=C)(=O)NCC1(CCNC=2N1N=C(C2C(=O)N)C2=CC=C(C=C2)OC2=CC=CC=C2)C